(3aS,7aR)-1-(4-chlorophenyl)octahydro-1H-pyrrolo[3,2-c]pyridine ClC1=CC=C(C=C1)N1CC[C@H]2CNCC[C@H]21